C(C)OC(=O)C=1C(=NC(=CC1)OC)CC(CCC1=CC=CC=C1)NS(=O)C(C)(C)C 6-methoxy-2-{2-[(2-methylpropan-2-sulfinyl)amino]-4-phenylbutyl}pyridine-3-carboxylic acid ethyl ester